OC[C@H](C1=CC=CC=C1)NC1=NC(=NC=C1C1=NC(=NO1)C(C)C)NC=1C=C2CCN(C(C2=CC1)=O)C 6-[[4-[[(1S)-2-hydroxy-1-phenyl-ethyl]amino]-5-(3-isopropyl-1,2,4-oxadiazol-5-yl)pyrimidin-2-yl]amino]-2-methyl-3,4-dihydroisoquinolin-1-one